(R)-5-[2-(difluoromethoxy)-4,4,4-trifluoro-butoxy]-3-methyl-N-(4-methyl-1,1-dioxo-thian-4-yl)imidazo[4,5-b]pyridine-2-carboxamide FC(O[C@@H](COC1=CC=C2C(=N1)N(C(=N2)C(=O)NC2(CCS(CC2)(=O)=O)C)C)CC(F)(F)F)F